CC1=NN2C(N=CC(=C2)C#N)=C1 2-methylpyrazolo[1,5-a]pyrimidine-6-carbonitrile